C(=O)(OC(C)(C)C)NC(CC=O)CC=C N-Boc-3-Amino-hex-5-enal